CC1CC=2C(=NC3=C(C2NC(=O)N2C=NC=C2)CCC3)C1 N-(2-methyl-1,2,3,5,6,7-hexahydrodicyclopenta[b,e]pyridin-8-yl)-1H-imidazole-1-carboxamide